(R or S)-1-(1-(6-((R)-3-(2-hydroxypropan-2-yl)pyrrolidin-1-yl)pyrimidin-4-yl)-1H-pyrazolo[4,3-c]pyridin-6-yl)spiro[2.2]pentane-1-carbonitrile OC(C)(C)[C@H]1CN(CC1)C1=CC(=NC=N1)N1N=CC=2C=NC(=CC21)[C@]2(CC21CC1)C#N |o1:24|